4-(3-(4,4,5,5-tetramethyl-1,3,2-dioxaborolan-2-yl)phenyl)-1H-pyrazole CC1(OB(OC1(C)C)C=1C=C(C=CC1)C=1C=NNC1)C